C(CCCCCCCCCCC)(=O)OCCCCCC(C(=O)NCCCCCCCC\C=C/CCCCCCCC)OC(CCN(C)C)=O (Z)-6-((3-(dimethylamino) propanoyl) oxy)-7-(octadec-9-en-1-ylamino)-7-oxoheptyl dodecanoate